1-(2-(difluoromethoxy)-4-fluorophenyl)ethan-1-ol FC(OC1=C(C=CC(=C1)F)C(C)O)F